2-morpholino-4'-(2-hydroxyethylthio)-2-methylbenzophenone O1CCN(CC1)C1(C(C(=O)C2=CC=C(C=C2)SCCO)C=CC=C1)C